NC1=CC=CC2=CC=CC(=C12)N L-1,8-diaminonaphthalene